C(#N)C(C)N1N=CC2=CC=C(C(=C12)OC)NC(OC(C)(C)C)=O Tert-butyl (1-(1-cyanoethyl)-7-methoxy-1H-indazol-6-yl)carbamate